5-tert-butyl-2-(3-fluorophenyl)pyrazol-3-amine hydrochloride Cl.C(C)(C)(C)C=1C=C(N(N1)C1=CC(=CC=C1)F)N